O1C=C(C=C1)C=1N=C(C2=C(N1)SC(=C2)C)NCCCC2=CC=C(C=C2)C2=CC=C(C=C2)NC 2-(furan-3-yl)-6-methyl-N-(3-[4'-(methylamino)-[1,1'-biphenyl]-4-yl]propyl)thieno[2,3-d]pyrimidin-4-amine